BrC1C(NC2=C(CC1)C=CC=C2)=O 3-bromo-2,3,4,5-tetrahydro-1H-benzazepin-2-one